CS(=O)(=O)C=1C=C(C=C(C1)C(F)(F)F)CC1CC2(CNC2)C1 6-[[3-methylsulfonyl-5-(trifluorometh-yl)phenyl]methyl]-2-azaspiro[3.3]heptane